C1(CCC1)CC1=NC2=CC(=CC(=C2C(N1)=O)F)OCC1CCN(CC1)CCN1CCN(CC1)C1=C(C=C(C=C1)NC1C(NC(CC1)=O)=O)F 3-((4-(4-(2-(4-(((2-(cyclobutylmethyl)-5-fluoro-4-oxo-3,4-dihydroquinazolin-7-yl)oxy)methyl)piperidin-1-yl)ethyl)piperazin-1-yl)-3-fluorophenyl)amino)piperidine-2,6-dione